(1R,2S,4R)-4-((4-(5,6-dimethoxypyridazin-3-yl)benzyl)amino)-2-(methyl(6-(2,2,2-trifluoroethyl)thieno[2,3-d]pyrimidin-4-yl)amino)cyclopentan-1-ol COC=1C=C(N=NC1OC)C1=CC=C(CN[C@@H]2C[C@@H]([C@@H](C2)O)N(C=2C3=C(N=CN2)SC(=C3)CC(F)(F)F)C)C=C1